N-(5-(4-chloro-2-(pyrimidin-5-yl)-1H-pyrrolo[2,3-b]pyridin-3-yl)-2-methylphenyl)acrylamide ClC1=C2C(=NC=C1)NC(=C2C=2C=CC(=C(C2)NC(C=C)=O)C)C=2C=NC=NC2